Dihydrobenzo[b][1,4]dioxin-5-carboxamide O1C2=C(OCC1)C(=CC=C2)C(=O)N